tert-butyl (1S,3R)-1-(5-((1-(tert-butoxycarbonyl)azetidin-3-yl)oxy)thiophen-2-yl)-2-(2,2-difluoroethyl)-3-methyl-1,2,3,4-tetrahydro-9H-pyrido[3,4-b]indole-9-carboxylate C(C)(C)(C)OC(=O)N1CC(C1)OC1=CC=C(S1)[C@H]1N([C@@H](CC2=C1N(C1=CC=CC=C21)C(=O)OC(C)(C)C)C)CC(F)F